COC(=O)C1=CC=C2CCNC(C2=C1)(C)C 1,1-dimethyl-3,4-dihydro-2H-isoquinoline-7-carboxylic acid methyl ester